C(C)(C)C1NC(C(NC(C2=CSC(CNC(CCOC1=O)=O)=N2)=O)(C)C)=O 7-isopropyl-4,4-dimethyl-9-oxa-16-thia-3,6,13,18-tetraazabicyclo[13.2.1]Octadecane-1(17),15(18)-diene-2,5,8,12-tetraone